2-(3-Fluoropyridin-4-yl)-N-(2-methylbut-2-yl)-1,7-naphthyridin-4-amine FC=1C=NC=CC1C1=NC2=CN=CC=C2C(=C1)NC(C)(CC)C